[N+](=O)([O-])C1=CC=C(C=C1)C1=CC=CC=2N1N=CC2C(=O)N2CCCCC2 [7-(4-nitrophenyl)pyrazolo[1,5-a]pyridin-3-yl](piperidin-1-yl)methanone